4-Methyltetrahydrofuran-3-yl (8-amino-6-(8-methyl-2,3-dihydro-1H-pyrido[2,3-b][1,4]oxazin-7-yl)isoquinolin-3-yl)carbamate NC=1C=C(C=C2C=C(N=CC12)NC(OC1COCC1C)=O)C1=C(C2=C(OCCN2)N=C1)C